indendione zinc [Zn].C1(C(CC2=CC=CC=C12)=O)=O